2-(dipropoxymethylene)malononitrile C(CC)OC(=C(C#N)C#N)OCCC